(R)-N-((1-Cyanopyrrolidin-3-yl)methyl)-1-(3-methoxyphenyl)-1H-imidazol-4-carboxamid C(#N)N1C[C@H](CC1)CNC(=O)C=1N=CN(C1)C1=CC(=CC=C1)OC